3-oxo-2,3,9,9a-tetrahydro-1H-imidazo[1,5-a]indole-6-carboxamide O=C1NCC2N1C=1C=C(C=CC1C2)C(=O)N